N-((1s,3s)-3-(6-((4-(1-((1-(2-(2,6-dioxopiperidin-3-yl)-1,3-dioxoisoindolin-5-yl)piperidin-4-yl)methyl)piperidin-4-yl)phenyl)amino)-9H-purin-9-yl)cyclobutyl)-2-phenylacetamide O=C1NC(CC[C@@H]1N1C(C2=CC=C(C=C2C1=O)N1CCC(CC1)CN1CCC(CC1)C1=CC=C(C=C1)NC1=C2N=CN(C2=NC=N1)C1CC(C1)NC(CC1=CC=CC=C1)=O)=O)=O